CN1CCN(CC1)C1=NC=C(C=N1)O 2-(4-methylpiperazin-1-yl)pyrimidin-5-ol